C(C=C)(=O)OCCCCCCOC(=O)C1=C(C(C(=O)O)=CC=C1)C(=O)O acryloyloxyhexyloxycarbonylphthalic acid